2-(3',4'-dimethoxystyryl)-4,6-bis(trichloromethyl)s-triazine [3-({3-[(tert-butoxycarbonyl)amino]propyl}amino)propyl]carbamate C(C)(C)(C)OC(=O)NCCCNCCCNC(O)=O.COC=1C=C(C=CC2=NC(=NC(=N2)C(Cl)(Cl)Cl)C(Cl)(Cl)Cl)C=CC1OC